disodium 2,2'-(1,4-phenylene)-bis(6-sulfo-1H-benzimidazole-4-sulfonate) C1(=CC=C(C=C1)C1=NC2=C(N1)C=C(C=C2S(=O)(=O)[O-])S(=O)(=O)O)C2=NC1=C(N2)C=C(C=C1S(=O)(=O)[O-])S(=O)(=O)O.[Na+].[Na+]